C(C)(C)(C)OC(=O)N1CCCC2(CNC2)C1 2,8-diazaspiro[3.5]nonane-8-carboxylic acid tert-butyl ester